OC1=C(C=C(C(=O)OC)C=C1)C1=CN=CN1C(CO)C Methyl 4-hydroxy-3-(1-(1-hydroxypropan-2-yl)-1H-imidazol-5-yl)benzoate